FCC1C(NC(N1)=O)=O 5-fluoromethylimidazolidine-2,4-dione